C(C=C)(=O)N1C(CN(CC1)C1=NC(=NC=2CC(CCC12)N1C(CCC2=CC=C(C=C12)F)C)N1CC(C1)N(C)C)CC#N 2-(1-acryloyl-4-(2-(3-(dimethylamino)azetidin-1-yl)-7-(7-fluoro-2-methyl-3,4-dihydroquinolin-1(2H)-yl)-5,6,7,8-tetrahydroquinazolin-4-yl)piperazin-2-yl)acetonitrile